ClC1=CC(=C(C=C1)C1=NC(=NC2=C1N=C(N(C2=O)C)C)N2CC(CC2)(C2=CC=C(C=C2)C)C)F 8-(4-chloro-2-fluoro-phenyl)-2,3-dimethyl-6-[3-methyl-3-(p-tolyl)pyrrolidino]pyrimido[5,4-d]pyrimidin-4-one